2-(p-methoxyphenyl)-1-butanol COC1=CC=C(C=C1)C(CO)CC